ClC1=NC(=CC(=C1)N(S(=O)(=O)C)C)N1[C@@H](COCC1)C (R)-N-(2-chloro-6-(3-methylmorpholino)pyridin-4-yl)-N-methylmethanesulfonamide